N-(2-(azetidin-3-yl)ethyl)-6-morpholinopyrimidin-4-amine N1CC(C1)CCNC1=NC=NC(=C1)N1CCOCC1